NC1=C(C=C(C=N1)C=1C=C2N(N1)CC[C@]21CN(CC1)C(=O)NCC)C(N(CC)CC)=O |r| (rac)-2'-[6-amino-5-(diethylcarbamoyl)pyridin-3-yl]-N-ethyl-5',6'-dihydrospiro[pyrrolidine-3,4'-pyrrolo[1,2-b]pyrazole]-1-carboxamide